2-{(1R,5S)-3'-[(5-cyclopropyl-3-(2,6-dichlorophenyl)isoxazol-4-yl)methoxy]-3-azaspiro[bicyclo[3.3.1]nonan-9,1'-cyclobutane]-3-yl}-4-fluorobenzo[d]thiazole-6-carboxylic acid C1(CC1)C1=C(C(=NO1)C1=C(C=CC=C1Cl)Cl)COC1CC2(C1)[C@@H]1CN(C[C@H]2CCC1)C=1SC2=C(N1)C(=CC(=C2)C(=O)O)F